N-[3-fluoro-4-(1,5-naphthyridin-4-yloxy)phenyl]-5-(4-fluorophenyl)-6-(hydroxymethyl)-1-methyl-4-oxopyridine-3-carboxamide FC=1C=C(C=CC1OC1=CC=NC2=CC=CN=C12)NC(=O)C1=CN(C(=C(C1=O)C1=CC=C(C=C1)F)CO)C